bromo-8-methoxypyrazolo[1,5-a]quinazolin-5(4H)-one BrC1=NN2C(NC(C3=CC=C(C=C23)OC)=O)=C1